7-Fluoro-5-(2-(4-(pentafluoro-λ6-sulfaneyl)phenoxy)pyridin-3-yl)-1H-benzo[d][1,2,3]triazole FC1=CC(=CC2=C1NN=N2)C=2C(=NC=CC2)OC2=CC=C(C=C2)S(F)(F)(F)(F)F